FC1(C(NC2=CC=CC=C12)=O)C=1C(NC2=CC=CC=C2C1)=O (3-fluoro-2-oxoindol-3-yl)-quinolinone